4-iodo-N-(5-phenethyl-1,3,4-thiadiazol-2-yl)benzamide IC1=CC=C(C(=O)NC=2SC(=NN2)CCC2=CC=CC=C2)C=C1